C(=C)C1NCCC1 2-vinyl-tetrahydropyrrole